FC1(C[C@H](NC1)[C@H]1CN2C=3C(=C(SC3C(N1)=O)C=1C=NNC1)CC(C2)(F)F)F (R)-7-((S)-4,4-difluoropyrrolidin-2-yl)-4,4-difluoro-2-(1H-pyrazol-4-yl)-4,5,7,8-tetrahydro-3H-1-thia-5a,8-diazabenzo[cd]azulen-9(6H)-one